2-chloro-N-((1r,4r)-4-(2-methoxyethoxy)cyclohexyl)-6-methylisonicotinamide ClC=1C=C(C(=O)NC2CCC(CC2)OCCOC)C=C(N1)C